(3s,5s)-3-aminomethyl-6-fluoromethoxy-5-methyl-hexanoic acid NC[C@H](CC(=O)O)C[C@@H](COCF)C